C(C)(C)(C)C1=CC=C(OCCOC2=CC=C(C=C3C(NC(S3)=S)=O)C=C2)C=C1 5-(4-(2-(4-(tert-butyl)phenoxy)ethoxy)benzylidene)-2-thioxothiazolidin-4-one